BrC=1C(=C(/C=C/C=2C(=CC(=C(OCCC#N)C2)C2OCCO2)Cl)C=CC1)Cl (E)-3-(5-(3-bromo-2-chlorostyryl)-4-chloro-2-(1,3-dioxolan-2-yl)phenoxy)propanenitrile